C(C1=CC=CC=C1)OC1=C(C=CC(=C1)OC(F)F)Br 2-(benzyloxy)-1-bromo-4-(difluoromethoxy)benzene